6-fluoro-8-(6-fluoro-1-methylsulfonyl-indol-4-yl)-4,4,9-trimethyl-1,5-dihydropyrazolo[4,3-c]quinoline FC1=CC(=C(C=2C3=C(C(NC12)(C)C)C=NN3)C)C3=C1C=CN(C1=CC(=C3)F)S(=O)(=O)C